R-1,4-dioxane-2,3-dione O1C(C(OCC1)=O)=O